9,9-dimethylfluorene-2,7-diboronic acid CC1(C2=CC(=CC=C2C=2C=CC(=CC12)B(O)O)B(O)O)C